((1s,3s)-3-hydroxy-3-methylcyclobutyl)(7-((1-methyl-1H-pyrazolo[3,4-b]pyridin-6-yl)methyl)-2-azaspiro[3.5]non-2-yl)methanone OC1(CC(C1)C(=O)N1CC2(C1)CCC(CC2)CC2=CC=C1C(=N2)N(N=C1)C)C